CC(=CC[SiH](OC)OC)C 2-methyl-1-propenylmethyldimethoxysilane